N-[6-[4-fluoro-4-(hydroxymethyl)-1-piperidyl]-2,2-dimethyl-3H-benzofuran-5-yl]pyrazolo[1,5-a]pyrimidine-3-carboxamide FC1(CCN(CC1)C1=CC2=C(CC(O2)(C)C)C=C1NC(=O)C=1C=NN2C1N=CC=C2)CO